[N+](=O)([O-])C1=C(C(=O)C(C(C)=O)C(C)=O)C=CC=C1 3-(2-nitrobenzoyl)pentane-2,4-dione